piperazine adipate (piperazineadipate) N1(CCNCC1)C(CCCC(=O)O)C(=O)O.C(CCCCC(=O)O)(=O)O.N1CCNCC1